CN(S(=O)(=O)C1=CC=C(C=C1)S(=O)(=O)NC=1C(=NC=CC1)N1CCCCC1)C N1,N1-dimethyl-N4-(2-(piperidin-1-yl)pyridin-3-yl)benzene-1,4-disulfonamide